CC1=CC(CC(=O)C1)(C)C Beta-isophorone